CN(CCNC(CN1C=NC(=C1C1=C2C(=NC=C1)NC=C2)C2=CC=C(C=C2)F)=O)C N-(2-(dimethylamino)ethyl)-2-(4-(4-fluorophenyl)-5-(1H-pyrrolo[2,3-b]pyridin-4-yl)-1H-imidazol-1-yl)acetamide